1-({3,4-difluoro-2-[(2-fluoro-4-iodophenyl)amino]Phenyl}carbonyl)-3-[(phenylthio)methyl]Azetidin-3-ol FC=1C(=C(C=CC1F)C(=O)N1CC(C1)(O)CSC1=CC=CC=C1)NC1=C(C=C(C=C1)I)F